ClC1=CC=2C3=C4C(C=CC=C4OC2C=C1)=CC=C3 10-chlorobenzo[KL]xanthene